NC1=CC=C(C(=N1)[C@@H]1[C@H](CC=2C(=NC=NC2C1)N1CCN(CC1)C(C=C)=O)C)C(F)(F)F 1-(4-((6S,7S)-7-(6-amino-3-(trifluoromethyl)pyridin-2-yl)-6-methyl-5,6,7,8-tetrahydroquinazolin-4-yl)piperazin-1-yl)prop-2-en-1-one